FC(C(C)=C(C(=O)OCC)C(=O)OCC)(F)F diethyl 2-(1,1,1-trifluoropropan-2-ylidene)malonate